C(C1=CC=CC=C1)OC=1C(C=C(OC1C(=O)OC)/C=C/[C@]1(CN([C@H](C=CC1)C)C(=O)OC(C)(C)C)NC(=O)OC(C)(C)C)=O tert-butyl (3R,7S)-3-[(E)-2-(5-benzyloxy-6-methoxycarbonyl-4-oxo-pyran-2-yl)vinyl]-3-(tert-butoxycarbonylamino)-7-methyl-4,7-dihydro-2H-azepine-1-carboxylate